OC1=CC=C(C=C1)N1C(N(C(C1(C)C)=O)C1=CC(=C(C#N)C=C1)C(F)(F)F)=O 4-(3-(4-hydroxyphenyl)-4,4-dimethyl-2,5-dioxoimidazolidin-1-yl)-2-(trifluoromethyl)benzonitrile